S1C(=CC=C1)S(=O)(=O)Cl 2-thiophenesulfonyl chloride